2-(3,5-Bis(tetradecyloxy)benzyl)isoindoline-1,3-dione C(CCCCCCCCCCCCC)OC=1C=C(CN2C(C3=CC=CC=C3C2=O)=O)C=C(C1)OCCCCCCCCCCCCCC